(4S,5S)-4-cyclopropyl-7-ethyl-6-oxo-1-phenyl-5-[3-(trifluoromethyl)benzamido]-4H,5H-pyrazolo[3,4-b]pyridine-3-carboxylic acid C1(CC1)[C@H]1C2=C(N(C([C@H]1NC(C1=CC(=CC=C1)C(F)(F)F)=O)=O)CC)N(N=C2C(=O)O)C2=CC=CC=C2